4-(2-oxopyrrolidin-1-yl)piperidine-1-carboxylic acid tert-butyl ester C(C)(C)(C)OC(=O)N1CCC(CC1)N1C(CCC1)=O